P(O)(=O)(OP(=O)(O)OP(=O)(O)O)OC[C@@H]1[C@H]([C@H]([C@@H](O1)C1=CN(C(=O)NC1=O)C)O)O.N(=NC1(CCCCC1)C#N)C1(CCCCC1)C#N 1,1'-azobis(cyclohexanecarbonitrile) N1-Methylpseudouridine-5'-triphosphate